(R)-N-(3-(3'-chloro-6-methoxy-5-((((5-oxopyrrolidin-2-yl)methyl)amino)methyl)-[2,4'-bipyridin]-2'-yl)-2-methylphenyl)-5-(((2-hydroxyethyl)amino)methyl)-4-methylpicolinamide ClC=1C(=NC=CC1C1=NC(=C(C=C1)CNC[C@@H]1NC(CC1)=O)OC)C=1C(=C(C=CC1)NC(C1=NC=C(C(=C1)C)CNCCO)=O)C